C1=2C(=CC=CC2CC1)SC1=CN=C(N=N1)N1CCC2(CC1)[C@@H](C=1C(=NC=CC1)C2)N (S)-1'-(6-(bicyclo[4.2.0]oct-1(6),2,4-trien-2-ylsulfanyl)-1,2,4-triazin-3-yl)-5,7-dihydrospiro[cyclopenta[b]pyridin-6,4'-piperidin]-5-amine